3-[6-[2-[1-(4-aminophenyl)-4-piperidyl]-2,8-diazaspiro[4.5]decan-8-yl]-1-oxo-isoindolin-2-yl]piperidine-2,6-dione NC1=CC=C(C=C1)N1CCC(CC1)N1CC2(CC1)CCN(CC2)C2=CC=C1CN(C(C1=C2)=O)C2C(NC(CC2)=O)=O